1-azido-4-(2-methyl-1,3-dioxolan-2-yl)butan-2-ol N(=[N+]=[N-])CC(CCC1(OCCO1)C)O